octahydro-pyrrolo[1,2-a]pyrazin C1C2N(CCN1)CCC2